C1(=CC=CC=C1)NC(=O)C1CNC1 N-phenylazetidin-3-carboxamide